CC(C)(C)OC(CN1CCN(CCN(CCN(CC1)CC(OC(C)(C)C)=O)CC(OC(C)(C)C)=O)CC(=O)O)=O (4,7,10-tri{2-[(2-methylpropan-2-yl)oxy]-2-oxoethyl}-1,4,7,10-tetraazacyclododecane-1-yl)acetic acid